(1R,2S)-2-[3-[[5-chloro-6-(2-oxa-6-azaspiro[3.3]heptan-6-yl)pyrimidin-4-yl]amino]-1H-indazol-6-yl]-5'-methoxy-spiro[cyclopropane-1,3'-indoline]-2'-one ClC=1C(=NC=NC1N1CC2(COC2)C1)NC1=NNC2=CC(=CC=C12)[C@@H]1C[C@@]12C(NC1=CC=C(C=C21)OC)=O